2-(5,6-dihydro-4H-pyrrolo[1,2-b]pyrazol-3-yl)-N-(5-((2-(2,2-dimethylpyrrolidin-1-yl)ethyl)carbamoyl)-2-methylpyridin-3-yl)pyrazolo[5,1-b]thiazole-7-carboxamide N=1N2C(=C(C1)C1=CN3C(S1)=C(C=N3)C(=O)NC=3C(=NC=C(C3)C(NCCN3C(CCC3)(C)C)=O)C)CCC2